(3R,6S)-6-[5-[2-(trifluoromethoxy)ethoxyl-1,3,4-oxadiazol-2-yl]tetrahydropyran-3-yl]-6-(trifluoromethyl)quinoxaline-2-carboxamide FC(OCCOC1=NN=C(O1)C1C[C@@H](COC1)[C@@]1(CC=2N=CC(=NC2C=C1)C(=O)N)C(F)(F)F)(F)F